C(C=CC1=CC=CC=C1)(=O)OCC Ethyl cinnamate